BrC1=CC=2C3=C(C=NC2C=C1C)NC(C31CCC1)=O 8'-Bromo-7'-methylspiro[cyclobutane-1,1'-pyrrolo[2,3-c]quinolin]-2'(3'H)-one